CNC1=NN(C(=N1)C1=CC=CC=C1)CC1=CC=C(C=C1)C=C 3-methylamino-5-phenyl-1-(4-vinylbenzyl)-1H-1,2,4-triazole